2,5-dihydro-benzoxepine O1CC=CCC2=C1C=CC=C2